1-(4-{3-[(1r,3r,5s,7r)-3,5-dimethyladamantan-1-yl]ureido}benzoyl)piperidine-4-carboxylic acid ethyl ester C(C)OC(=O)C1CCN(CC1)C(C1=CC=C(C=C1)NC(=O)NC12C[C@]3(C[C@](CC(C1)C3)(C2)C)C)=O